[di(carbazolyl-d8)]biphenyl C1(C(=C(C(=C2C3=C(C(=C(C(=C3N=C12)[2H])[2H])[2H])[2H])[2H])[2H])[2H])([2H])C1=CC=C(C=C1)C1=CC=C(C=C1)C1(C(=C(C(=C2C3=C(C(=C(C(=C3N=C12)[2H])[2H])[2H])[2H])[2H])[2H])[2H])[2H]